p-toluenesulfonic acid, Monohydrate O.CC1=CC=C(C=C1)S(=O)(=O)O